3-nitro-4-(2-hydroxyethyl)-aminophenol [N+](=O)([O-])C=1C(=C(C=CC1CCO)O)N